(N,N-dimethylsulfamoyl)-2-(1H-indol-6-yl)-3-((4-(((tetrahydro-2H-pyran-4-yl)oxy)methyl)phenyl)ethynyl)benzamide CN(S(=O)(=O)C1=C(C(=C(C(=O)N)C=C1)C1=CC=C2C=CNC2=C1)C#CC1=CC=C(C=C1)COC1CCOCC1)C